BrC=1SC(=C(N1)C)OC1=C(C=C(C=N1)N1N=CN(C1=O)CC1=C(C=CC=C1F)F)F 2-(6-((2-bromo-4-methylthiazol-5-yl)oxy)-5-fluoropyridin-3-yl)-4-(2,6-difluorobenzyl)-2,4-dihydro-3H-1,2,4-triazol-3-one